3,6-diamino-9-ethyl-carbazole NC=1C=CC=2N(C3=CC=C(C=C3C2C1)N)CC